CNC1=NC=CC(=C1)C1=CNC=2N=CN=C(C21)NCC2=NC(=CC=C2)N2CC(NCC2)C(F)(F)F 5-(2-(Methylamino)pyridin-4-yl)-N-((6-(3-(trifluoromethyl)piperazin-1-yl)pyridin-2-yl)methyl)-7H-pyrrolo[2,3-d]pyrimidin-4-amine